NC1=CC(=C(C=C1)N(CC(C)(C)NC(OC(C)(C)C)=O)C)CS(=O)(=O)C tert-butyl (1-((4-amino-2-((methylsulfonyl)methyl)phenyl)(methyl)amino)-2-methylpropan-2-yl)carbamate